COCC1N(C(C2=CC=C(C=C12)C)=O)C(=O)OC(C)(C)C tert-butyl 3-(methoxymethyl)-5-methyl-1-oxoisoindoline-2-carboxylate